OC(=O)C(F)(F)F.ONC(C1=CC=C(C=C1)CCCN1CCC(CC1)CNC1C(C1)C1=CC=CC=C1)=O N-hydroxy-4-(3-(4-(((2-phenylcyclopropyl)amino)methyl)piperidin-1-yl)propyl)benzamide TFA salt